C=1(C(=C(C(=CC1)C(=O)O)C(=O)O)C(=O)O)C(=O)O benzene-1,2,3,4-tetracarboxylic acid